BrC1=CC(=C(C(=C1)F)[C@H]1N([C@@H](CC2=C3C(=CC=C12)N(N=C3)C3OCCCC3)C)CC(C)(C)F)F (6S,8R)-6-(4-bromo-2,6-difluorophenyl)-7-(2-fluoro-2-methylpropyl)-8-methyl-3-(tetrahydro-2H-pyran-2-yl)-6,7,8,9-tetrahydro-3H-pyrazolo[4,3-f]isoquinoline